BrC=1C=NC2=C3N=CC(=CC3=CC=C2C1)N1C2=CC=CC=C2C=2C=C(C=CC12)C1=CC=CC=C1 3-bromo-8-(3-phenyl-9H-carbazole-9-yl)-1,10-phenanthroline